(S)-methyl 2-(2-(3-(5-(((S)-1-cyclopropylethyl)carbamoyl)-4H-1,2,4-triazol-3-yl)phenyl)oxazole-5-carboxamido)-3,3-dimethylbutanoate C1(CC1)[C@H](C)NC(=O)C=1NC(=NN1)C=1C=C(C=CC1)C=1OC(=CN1)C(=O)N[C@H](C(=O)OC)C(C)(C)C